ClC1=CC(=CN(C1=O)C)C1=NC(=NC=C1CCC)NS(=O)(=O)CC N-[4-(5-chloro-1-methyl-6-oxopyridin-3-yl)-5-propylpyrimidin-2-yl]ethanesulfonamide